FC=1C=C(C=C(C1OCC1(CCOCC1)O)F)C=1C=C(C=2N=CN=C(C2N1)N[C@@H]1CNCCC1)C(=O)N (S)-6-(3,5-difluoro-4-((4-hydroxytetrahydro-2H-pyran-4-yl)methoxy)phenyl)-4-(piperidin-3-ylamino)pyrido[3,2-d]pyrimidine-8-carboxamide